CC[C@H](CC[C@@H](C)[C@H]1CC[C@H]2C3=CCC4C[C@H](CC[C@]4(C)[C@H]3CC[C@]12C)O)C(C)C STIGMAST-7-EN-3BETA-OL